(1,2-dimethyl-2-cyclopentenyl)acetic acid CC1(C(=CCC1)C)CC(=O)O